(S)-3-(3-(4-((5-(1H-pyrazol-5-yl)pyridin-2-yl)oxy)phenyl)-1H-pyrazol-1-yl)-2-aminopropan N1N=CC=C1C=1C=CC(=NC1)OC1=CC=C(C=C1)C1=NN(C=C1)C[C@H](C)N